N[C@H](C(=O)NCCC1=C(C(=C(C=C1)F)O)F)CO (S)-2-Amino-N-(2,4-difluoro-3-hydroxyphenethyl)-3-hydroxypropanamide